4-chloro-1-methyl-1H-1,2,3-triazole-5-carbonitrile ClC=1N=NN(C1C#N)C